C1(=CC=CC2=CC=CC=C12)N(C1=CC=CC=C1)C1=CC=C(C=C1)C1=CC=C(C=C1)C1=CC=C(C=C1)N(C1=CC=CC2=CC=CC=C12)C1=CC=CC=C1 4,4''-bis[N-(1-naphthyl)-N-phenylamino]p-terphenyl